(1R,2R,3S)-3-Hydroxycyclohexane OC1CCCCC1